CN1CN=CC=2CN=CC3=C(C21)C=CC=C3 N-methyl-5H-pyrimido[5,4-d][2]benzazepine